FC1=CC(=CC(=N1)NCCCO)C1=CN=C2N1C=C(C(=C2)OC)C(F)(F)F 3-((6-Fluoro-4-(7-methoxy-6-(trifluoromethyl)imidazo[1,2-a]pyridin-3-yl)pyridin-2-yl)amino)propan-1-ol